C(C)(C)(C)OC(=O)N1C[C@]([C@H](C1)OC1=CC(=C(C=C1)C#N)F)([C@H](C)O)O (3R,4S)-4-(4-cyano-3-fluorophenoxy)-3-hydroxy-3-((S)-1-hydroxyethyl)pyrrolidine-1-Carboxylic acid tert-butyl ester